4-(5-chloro-2-(difluoromethyl)phenyl)-5-methoxypyridin-2(1H)-one ClC=1C=CC(=C(C1)C1=CC(NC=C1OC)=O)C(F)F